3-(4-aminoimidazo[2,1-f][1,2,4]triazin-7-yl)-N-(cyclopropylmethyl)-4-methyl-N-propylbenzenesulfonamide NC1=NC=NN2C1=NC=C2C=2C=C(C=CC2C)S(=O)(=O)N(CCC)CC2CC2